N-(6-(benzyloxy)-1-cyclobutyl-4-fluoro-1H-benzo[d]imidazol-2-yl)-3,3-dimethylbutanamide C(C1=CC=CC=C1)OC=1C=C(C2=C(N(C(=N2)NC(CC(C)(C)C)=O)C2CCC2)C1)F